C(C(=C)C)(=O)OCC1CCC(CC1)CO 4-cyclohexanedimethanol methacrylate